NC1=C(C(=O)O)C(=CC(=C1)[N+](=O)[O-])[N+](=O)[O-] 2-amino-4,6-dinitrobenzoic acid